2-[4-[(3S)-3-(5-cyano-3-thienyl)isoxazolidine-2-carbonyl]-1-piperidinyl]pyrimidine-4-carboxamide Strontium citrat C(CC(O)(C(=O)[O-])CC(=O)[O-])(=O)[O-].[Sr+2].C(#N)C1=CC(=CS1)[C@H]1N(OCC1)C(=O)C1CCN(CC1)C1=NC=CC(=N1)C(=O)N.C(CC(O)(C(=O)[O-])CC(=O)[O-])(=O)[O-].[Sr+2].[Sr+2]